2-[4-tert-Butoxycarbonylmorpholin-2-yl]-3-phenyl-propanoic acid C(C)(C)(C)OC(=O)N1CC(OCC1)C(C(=O)O)CC1=CC=CC=C1